ClC1=CC=C2C(=C(N(C2=C1)CC(C(=O)N)(C)C)C1=CC=CC=C1)C(CCC1=CC=CC=C1)=O 3-(6-Chloro-2-phenyl-3-(3-phenylpropanoyl)-1H-indol-1-yl)-2,2-dimethylpropanamide